NC=1N=NC(=CC1N1CC2CCC(C1)N2C2=NC=C(C=N2)N2CCC(CC2)=O)C2=C(C=CC=C2)O 1-[2-[3-[3-amino-6-(2-hydroxyphenyl)pyridazin-4-yl]-3,8-diazabicyclo[3.2.1]octan-8-yl]pyrimidin-5-yl]piperidin-4-one